COC(C1=CC=C(C=C1)C1=NC2=C(N1C(CCCC)C(NC(C)C)=O)C=CC=C2)=O 4-[1-(1-isopropylcarbamoyl-pentyl)-1H-benzimidazol-2-yl]-benzoic acid methyl ester